3-(5-(((Trans-3-(3-cyclopropyl-4-(5-fluoro-6-methylpyridin-2-yl)-1H-pyrazol-1-yl)cyclobutyl)methyl)amino)-1-oxoisoindolin-2-yl)piperidine-2,6-dione C1(CC1)C1=NN(C=C1C1=NC(=C(C=C1)F)C)[C@@H]1C[C@H](C1)CNC=1C=C2CN(C(C2=CC1)=O)C1C(NC(CC1)=O)=O